Pentachloroethanethiol ClC(C(S)(Cl)Cl)(Cl)Cl